4-[3,6-dichloro-2-(2-pyridylmethoxy)phenyl]-2,6-dimethyl-pyridazine-3,5-dione, trifluoroacetic acid salt FC(C(=O)O)(F)F.ClC=1C(=C(C(=CC1)Cl)C1C(N(N=C(C1=O)C)C)=O)OCC1=NC=CC=C1